4,6-di-t-amylphenol C(C)(C)(CC)C1=CC=C(C(=C1)C(C)(C)CC)O